3-((5-((4-(4-amino-3-(4-phenoxyphenyl)-1H-pyrazolo[3,4-d]pyrimidin-1-yl)piperidin-1-yl)methyl)pyridin-3-yl)amino)piperidine-2,6-dione NC1=C2C(=NC=N1)N(N=C2C2=CC=C(C=C2)OC2=CC=CC=C2)C2CCN(CC2)CC=2C=C(C=NC2)NC2C(NC(CC2)=O)=O